COC1=CC=C(C=C1)CN1C(N(CCC1=O)C1=CN=C2N1C=CC(=C2)N2[C@H]1CN([C@@H](C2)C1)C(=O)OC(C)(C)C)=O tert-butyl (1R,4R)-5-[3-[3-[(4-methoxyphenyl)methyl]-2,4-dioxo-hexahydropyrimidin-1-yl]imidazo[1,2-a]pyridin-7-yl]-2,5-diazabicyclo[2.2.1]heptane-2-carboxylate